CC1=CC=CC(=C1C)S(=O)(=O)C 2,3-dimethyl-4-methylsulfonylbenzene